4-(4-((1R,5S,8s)-8-amino-3-azabicyclo[3.2.1]octan-3-yl)-6-chloro-2-(3-(dimethylamino)azetidin-1-yl)-8-fluoroquinazolin-7-yl)naphthalen-2-ol NC1[C@H]2CN(C[C@@H]1CC2)C2=NC(=NC1=C(C(=C(C=C21)Cl)C2=CC(=CC1=CC=CC=C21)O)F)N2CC(C2)N(C)C